FC1=C(C=CC(=C1F)OC1=CC=CC=C1)C1=CN=C2N1C=CN=C2NC2=CC(=C(C(=O)NCC1CCN(CC1)C(=O)OC(C)(C)C)C=C2)CC tert-Butyl 4-[[[4-[[3-(2,3-difluoro-4-phenoxy-phenyl)imidazo[1,2-a]pyrazin-8-yl]amino]-2-ethyl-benzoyl]amino]methyl]piperidine-1-carboxylate